BrC1=CC=C(C=C1)C=CC(=O)C1=C(C=C(C=C1OC)OC)O 3-(4-Bromophenyl)-1-(2-hydroxy-4,6-dimethoxyphenyl)prop-2-en-1-one